C(C)(C)(C)OC(=O)N1C(CN(CC1)C=1N=NC(=CC1)NC(=O)C1=CC=2N(C=C1OCC)N=C(C2)C)(C)C.C(C)(C)(C)C2=CC=C(C(=O)C1=CC=C(C=C1)[S+](C1=CC=CC=C1)C1=CC=CC=C1)C=C2 4-(4-t-butylbenzoyl)phenyldiphenylsulfonium tert-butyl-4-(6-(6-ethoxy-2-methylpyrazolo[1,5-a]pyridine-5-carboxamido)pyridazin-3-yl)-2,2-dimethylpiperazine-1-carboxylate